ClC=1C=C(C2=C(OC(OC2C)(C)C2CCN(CC2)CC2CCC2)C1)C(=O)NC([2H])([2H])C=1C(NC(=CC1SC)C)=O 7-Chloro-2-(1-(cyclobutylmethyl)piperidin-4-yl)-2,4-dimethyl-N-((6-methyl-4-(methylsulfanyl)-2-oxo-1,2-dihydropyridin-3-yl)methyl-d2)benzo[d][1,3]dioxan-5-carboxamide